C1(CC1)C(=O)NC1=CC(=C(N=N1)C(=O)N)C 6-(cyclopropanecarboxamido)-4-methylpyridazine-3-carboxamide